FC1=CC=C(C=C1)\C=C\C(=O)C1=CC=C(C=C1)F 4,4'-difluorochalcone